amino-7-benzyl-9-((2R,3R,5S)-3-hydroxy-5-(hydroxymethyl)tetrahydrofuran-2-yl)-7,9-dihydro-1H-purine-6,8-dione NN1C=NC=2N(C(N(C2C1=O)CC1=CC=CC=C1)=O)[C@@H]1O[C@@H](C[C@H]1O)CO